2-((2R,4R)-2-(1-cyclopropyl-1H-pyrazol-4-yl)tetrahydro-2H-pyran-4-yl)-4-(2-fluoro-4-(trifluoromethyl)phenyl)-6,7-dimethylpteridine C1(CC1)N1N=CC(=C1)[C@@H]1OCC[C@H](C1)C1=NC2=NC(=C(N=C2C(=N1)C1=C(C=C(C=C1)C(F)(F)F)F)C)C